O1CCCC=C1 3,4-dihydro-pyran